(3E)-8,8-diheptyloxy-3-octen-1-ol C(CCCCCC)OC(CCC/C=C/CCO)OCCCCCCC